(4-methoxyphenylhydrazino)triphenylphosphine chloride [Cl-].COC1=CC=C(C=C1)NNC1=C(C=CC=C1)P(C1=CC=CC=C1)C1=CC=CC=C1